ClC=1C=CC=2N=CN=C(C2N1)N1CCN(CC1)C1=CC=C(C=C1)F 6-chloro-4-(4-(4-fluorophenyl)piperazin-1-yl)pyrido[3,2-d]pyrimidine